CN(CCCC1C=CC=C1)[Hf](N(C)C)N(C)C (methyl-3-cyclopentadienyl-propylamino)bis(dimethylamino)hafnium